C(CCC)N(CCCC)C[SiH2]C(OCC)OCC dibutylaminomethyldiethoxymethylsilane